C[C@@]12CCC/C(/[C@@H]2CC[C@@H]1[C@@H](CN1C[C@@H](CC1)OC(F)(F)F)C)=C\C=C1C[C@@H](C[C@@H](C1)O)O (1R,3S)-5-(2-((1R,3aS,7aR,E)-7a-methyl-1-((S)-1-((R)-3-(trifluoromethoxy)pyrrolidine-1-yl)propan-2-yl)octahydro-4H-inden-4-ylidene)ethylidene)cyclohexane-1,3-diol